COC(=O)C=1C=C(CN2CCN(CC2)C(=O)OC(C)(C)C)C=CC1 4-(3-(methoxycarbonyl)benzyl)-1-Boc-piperazine